8-methyl-6,7-dihydro-1H-pyrrolo[3,2-H]Isoquinolin-9-one CN1C(C=2C3=C(C=CC2CC1)C=CN3)=O